NCC12CC3C(C(CC(C1)C3)C2)NC=2C=NC(=NC2)N2CCC(CC2)C(C)C N-(5-(aminomethyl)adamantan-2-yl)-2-(4-isopropylpiperidin-1-yl)pyrimidin-5-amine